OC[C@H]1N(C/C(/C1)=N/OC)C(=O)C=1C=CC(=C2CCCC12)C=1C(=C(C#N)C=CC1)C (S,E)-3-(7-(2-(Hydroxymethyl)-4-(methoxyimino)pyrrolidine-1-carbonyl)-2,3-dihydro-1H-inden-4-yl)-2-methylbenzonitrile